dibenzoyltartaric acid C(C1=CC=CC=C1)(=O)C(C(C(=O)O)(O)C(C1=CC=CC=C1)=O)(O)C(=O)O